CC1=CC=2C=3N(C(=NC2C(=C1)C(C)=O)N1CCOCC1)C=C(N3)C(F)(F)F 1-(9-methyl-5-morpholino-2-(trifluoromethyl)imidazo[1,2-c]quinazolin-7-yl)ethan-1-one